6-{[(trans)-4-[3-(2-methoxyethoxy)phenyl]-2-methylpiperidin-3-yl]methoxy}-2,3-dihydro-1H-isoindol-1-one COCCOC=1C=C(C=CC1)C1C(C(NCC1)C)COC1=CC=C2CNC(C2=C1)=O